rac-7-ethynyl-6,7-dihydro-5H-pyrrolo[1,2-a]imidazol-7-ol C(#C)[C@@]1(CCN2C1=NC=C2)O |r|